C(CCCCCCC\C=C\C=C/CCCC)O (E,Z)-9,11-hexadecadienol